C(CCC)[Pd](CCCC)(CCCC)CCCC tetrabutylpalladium